[Cl-].[NH2+]=S(O)N thiauronium chloride